1-(5,6-dimethyl-7,9-dihydro-8H-pyrrolo[3,4-c][1,2,4]triazolo[1,5-a]pyridin-8-yl)-2-(2-(2-(trifluoromethyl)pyridin-4-yl)cyclopropyl)ethan-1-one CC1=C(C2=C(C=3N1N=CN3)CN(C2)C(CC2C(C2)C2=CC(=NC=C2)C(F)(F)F)=O)C